3'-((oxybis(ethane-2,1-diyl))bis(oxy))dipropionic acid O(CCOCCC(=O)O)CCOCCC(=O)O